L-1-methyl-Histidine Ethyl-(R)-2-fluoro-3-((S)-2-((1-(4-methoxybenzyl)-6-oxo-5-(trifluoromethyl)-1,6-dihydropyridazin-4-yl)amino)propoxy)propionate C(C)[C@](C(=O)O)(COC[C@H](C)NC=1C=NN(C(C1C(F)(F)F)=O)CC1=CC=C(C=C1)OC)F.CN1C=C(C[C@H](N)C(=O)O)N=C1